5-(5-(4-(dimethylamino)piperidin-1-yl)-1H-benzo[d]imidazol-2-yl)-3-methoxybenzene-1,2-diol CN(C1CCN(CC1)C1=CC2=C(NC(=N2)C2=CC(=C(C(=C2)O)O)OC)C=C1)C